6-cyclopropyl-3-methyl-8-(3-nitrophenyl)-3H-pyrano[2,3-d]pyridazin-2,4,5-trione C1(CC1)N1N=C(C2=C(C1=O)C(C(C(O2)=O)C)=O)C2=CC(=CC=C2)[N+](=O)[O-]